(3S,4S)-4-((3-cyclopropyl-7-((3-fluorophenyl)amino)pyrazolo[1,5-a]pyrimidin-5-yl)aminomethyl)piperidin-3-ol C1(CC1)C=1C=NN2C1N=C(C=C2NC2=CC(=CC=C2)F)NC[C@H]2[C@@H](CNCC2)O